C1(C=C(C2=CC=CC=C12)N)N 1H-indene-1,3-diamine